C(C1=CC=CC=C1)SC1=CC(=C2C=NN(C2=C1)C=1SC(=NN1)C(F)F)F 2-(6-(benzylthio)-4-fluoro-1H-indazol-1-yl)-5-(difluoromethyl)-1,3,4-thiadiazole